[3-(benzofuran-3-yl)-1-(methylsulfanyl-methyl)pyrazolo[4,3-c]Pyridin-6-yl]-(4-hydroxy-2,2-dimethyl-1-piperidinyl)methanone O1C=C(C2=C1C=CC=C2)C2=NN(C1=C2C=NC(=C1)C(=O)N1C(CC(CC1)O)(C)C)CSC